COC1=C(C=CC=C1)C1=NC(=NO1)C1=CC2=C(N(N=N2)CC(C)(O)C)C=C1 1-(5-(5-(2-methoxyphenyl)-1,2,4-oxadiazol-3-yl)-1H-benzo[d][1,2,3]triazol-1-yl)-2-methylpropan-2-ol